2-(2,6-Dioxopiperidin-3-yl)-4-iodoisoindoline-1,3-dione O=C1NC(CCC1N1C(C2=CC=CC(=C2C1=O)I)=O)=O